1-[5-(difluoromethyl)-1,3,4-oxadiazol-2-yl]-3-ethyl-benzoimidazol-2-one FC(C1=NN=C(O1)N1C(N(C2=C1C=CC=C2)CC)=O)F